ClC1=C2CNC(C2=CC=C1F)=O 4-chloro-5-fluoroisoindolin-1-one